N12CCCCCC2=NCCC1 1,8-diazabicyclo[5.4.0]-undec-7-ene